tert-Butyl 3-(bromomethyl)-4'-(trifluoromethyl)-[1,1'-biphenyl]-2-carboxylate BrCC1=C(C(=CC=C1)C1=CC=C(C=C1)C(F)(F)F)C(=O)OC(C)(C)C